tert-Butyl (1r,4r)-4-(dimethylamino)cyclohexylcarbamate CC(C)(C)OC(=O)NC1CCC(CC1)N(C)C